(2S)-2-[4-chloro-2-(1,1-difluoroethyl)phenoxy]pent-4-ynoic acid ClC1=CC(=C(O[C@H](C(=O)O)CC#C)C=C1)C(C)(F)F